ethyl-N-(ethoxycarbonyl)-N-hexylvaline C(C)[C@](N(CCCCCC)C(=O)OCC)(C(C)C)C(=O)O